(R)-(6-((1-ethyl-1H-1,2,3-triazol-4-yl)sulfonyl)-1-(4-fluorophenyl)-4,4a,5,6,7,8-hexahydro-1H-pyrazolo[3,4-g]isoquinolin-4a-yl)(pyridin-2-yl)methanone C(C)N1N=NC(=C1)S(=O)(=O)N1C[C@]2(CC3=C(C=C2CC1)N(N=C3)C3=CC=C(C=C3)F)C(=O)C3=NC=CC=C3